C[C@H]1[C@@H](C[C@H]([C@@H](O1)OCCCCCCCCCCCCCCCCCC(=O)SCCNC(=O)CCNC(=O)[C@@H](C(C)(C)COP(=O)([O-])OP(=O)([O-])OC[C@@H]2[C@H]([C@H]([C@@H](O2)N3C=NC4=C(N=CN=C43)N)O)OP(=O)([O-])[O-])O)O)O The molecule is an acyl-CoA(4-) obtained by deprotonation of the phosphate and diphosphate groups of oscr#32-CoA; major species at pH 7.3. It is a conjugate base of an oscr#32-CoA.